4-(4-(2-(1-(2,5-difluorophenyl)but-3-yn-1-yl)-7-fluoro-3-oxoisoindolin-5-yl)phenyl)piperidine-1-carboxylic acid tert-butyl ester C(C)(C)(C)OC(=O)N1CCC(CC1)C1=CC=C(C=C1)C=1C=C2C(N(CC2=C(C1)F)C(CC#C)C1=C(C=CC(=C1)F)F)=O